1,2-Dibromo-4-chloro-5-methylbenzene BrC1=C(C=C(C(=C1)C)Cl)Br